O=C1NC(CCC1N1C(C2=C(C=C(C=C2C1)N1CCN(CC1)CC1CCC(CC1)N1N=C2C=C(C(=CC2=C1)C(=O)NC1=CN=C2N1N=CC=C2)OC)OC)=O)=O 2-((1r,4r)-4-((4-(2-(2,6-Dioxopiperidin-3-yl)-7-methoxy-1-oxoisoindolin-5-yl)piperazin-1-yl)methyl)cyclohexyl)-N-(imidazo[1,2-b]pyridazin-3-yl)-6-methoxy-2H-indazole-5-carboxamide